tert-butyl 5-(2-chloro-5-fluoropyrimidin-4-yl)-1,1-dimethyl-3-oxo-7-sulfonylisoindoline-2-carboxylate ClC1=NC=C(C(=N1)C1=CC=2C(N(C(C2C(C1)=S(=O)=O)(C)C)C(=O)OC(C)(C)C)=O)F